N-(7-(5-(6-Ethoxy-1H-pyrazolo[3',4':3,4]pyrazolo[1,5-a]pyridin-4-yl)pyridine-2-yl)-2,7-diazaspiro[3.5]nonan-2-yl)-2-chloro-6-fluorobenzamide C(C)OC=1C=C(C=2N(C1)N=C1C2C=NN1)C=1C=CC(=NC1)N1CCC2(CN(C2)NC(C2=C(C=CC=C2F)Cl)=O)CC1